C(C)(C)(C)OC(=O)N1CCC(=C(C1=O)C(NC1=C(C(=CC=C1)Cl)OC)=S)O.SCCCCCO[Si](OCC)(OCC)C1=CC=CC=C1 3-mercaptopropylphenyl-triethoxysilane tert-butyl-5-((3-chloro-2-methoxyphenyl)carbamothioyl)-4-hydroxy-6-oxo-3,6-dihydropyridine-1(2H)-carboxylate